NC1=NC=CC=C1C1=NC=2C(=NC=CC2)N1C1=CC=C(C=C1)CNCCC=1C(=C(C(=CC1)C=O)NC(C)=O)F N-(3-{2-[({4-[2-(2-aminopyridin-3-yl)imidazo[4,5-b]pyridin-3-yl]phenyl}methyl)amino]ethyl}-2-fluoro-6-formylphenyl)acetamide